C(C)[N+](CC)(CC)CC.C(CCCCC)S(=O)(=O)[O-] hexylsulfonate, tetraethylammonium salt